ClC=1C(=NC(=NC1)N[C@@H]1[C@H](CN(CC1)S(=O)(=O)C)O)C=1C=C(C2=C(N(C(=N2)[C@@H](C)O)C(C)C)C1)F (3S,4S)-4-[(5-chloro-4-{4-fluoro-2-[(1R)-1-hydroxyethyl]-1-(propan-2-yl)-1H-benzimidazol-6-yl}pyrimidin-2-yl)amino]-1-(methanesulfonyl)piperidin-3-ol